tert-butyl (S)-(1-(5-(2-chloro-4-(1-methylpiperidin-4-yl)phenyl)-3-methylthiophene-2-carbonyl)pyrrolidin-3-yl)carbamate ClC1=C(C=CC(=C1)C1CCN(CC1)C)C1=CC(=C(S1)C(=O)N1C[C@H](CC1)NC(OC(C)(C)C)=O)C